2-(5-(Trifluoromethyl)furan-2-yl)acetonitrile FC(C1=CC=C(O1)CC#N)(F)F